5-chloro-N-(2,4-dimethoxybenzyl)-2-fluoro-N-(6-fluoropyridin-2-yl)-4-((isoquinolin-8-ylmethyl)amino)benzenesulfonamide ClC=1C(=CC(=C(C1)S(=O)(=O)N(C1=NC(=CC=C1)F)CC1=C(C=C(C=C1)OC)OC)F)NCC=1C=CC=C2C=CN=CC12